C1(=CC=CC=C1)C1=C(C=CC(=C1)C1=CC=CC=C1)O phenyl-4-phenylphenol